tert-butyl (3S)-3-(methylsulfonyloxymethyl)piperidine-1-carboxylate CS(=O)(=O)OC[C@@H]1CN(CCC1)C(=O)OC(C)(C)C